FC(C=1C(=NC(=NC1)Cl)NC=1C=NC2=CC=CC(=C2C1)P(C)(C)=O)(F)F (3-((5-trifluoromethyl-2-chloropyrimidin-4-yl)amino)quinolin-5-yl)dimethylphosphine oxide